N-[(1S)-1-(hydroxymethyl)pent-4-enyl]carbamic acid tert-butyl ester C(C)(C)(C)OC(N[C@@H](CCC=C)CO)=O